ClC=1N=C(C2=C(N1)C=CN2C)OCC=2C=NC(=C(C2)F)C=2N(C=C(N2)C(F)(F)F)CC 2-chloro-4-[[6-[1-ethyl-4-(trifluoromethyl)imidazol-2-yl]-5-fluoro-3-pyridyl]methoxy]-5-methyl-pyrrolo[3,2-d]pyrimidine